3-[(4S)-7-chloro-6-(3-fluoro-2-pyridyl)-4-methyl-8-(trifluoromethyl)-4H-[1,2,4]triazolo[1,5-a][1,4]benzodiazepin-2-yl]oxazolidin-2-one ClC1=C(C=CC2=C1C(=N[C@H](C=1N2N=C(N1)N1C(OCC1)=O)C)C1=NC=CC=C1F)C(F)(F)F